ClC=1C=2C(=N[C@H](C3=NC=NN3C2C=NC1C(F)(F)F)C)C1=C(C=CC=C1F)F (7S)-11-chloro-9-(2,6-difluorophenyl)-7-methyl-12-(trifluoromethyl)-2,3,5,8,13-pentaazatricyclo[8.4.0.02,6]tetradeca-1(10),3,5,8,11,13-hexa-ene